copper-niobium-vanadium-molybdenum [Mo].[V].[Nb].[Cu]